M-bromobenzylamine BrC=1C=C(CN)C=CC1